4-amino-7-fluoro-N-(1-(thiazol-4-yl)ethyl)-N-(5-(trifluoromethyl)-2,3-dihydro-1H-inden-1-yl)-1,3-dihydrofuro[3,4-c]quinolin-8-carboxamide NC1=NC=2C=C(C(=CC2C2=C1COC2)C(=O)N(C2CCC1=CC(=CC=C21)C(F)(F)F)C(C)C=2N=CSC2)F